ClC1=C(CN2CC(C(CC2)(O)C=2C=C(C(=O)N)C=CC2)CN(C)C)C=CC(=C1)F 3-(1-(2-chloro-4-fluorobenzyl)-3-((dimethylamino)methyl)-4-hydroxypiperidin-4-yl)-benzamide